tetraoctylammonium hydrogensulfate S(=O)(=O)(O)[O-].C(CCCCCCC)[N+](CCCCCCCC)(CCCCCCCC)CCCCCCCC